2-((5-chloro-2,3-difluoro-4-(4-hydroxy-3-isopropylbenzyl)phenyl)thio)-N-methylacetamide ClC=1C(=C(C(=C(C1)SCC(=O)NC)F)F)CC1=CC(=C(C=C1)O)C(C)C